2,6-di-tert-butyl-4-(2,2,2-trifluoro-1-phenylethyl)phenol C(C)(C)(C)C1=C(C(=CC(=C1)C(C(F)(F)F)C1=CC=CC=C1)C(C)(C)C)O